[4-chloro-3-(trifluoromethyl)phenyl]-boronic acid ClC1=C(C=C(C=C1)B(O)O)C(F)(F)F